2-((3,3-dibutyl-7-methoxy-5-phenyl-1,1-dioxido-2,3,4,5-tetrahydro-1,5-benzothiazepin-8-yl)oxy)acetic acid C(CCC)C1(CS(C2=C(N(C1)C1=CC=CC=C1)C=C(C(=C2)OCC(=O)O)OC)(=O)=O)CCCC